C(CCCCCC(C)C)(=O)[O-].[Na+].CC1=NC(=NO1)C1=CC=C2C=CN=C(C2=C1)NCCN1CC2=CC=C(C=C2C1=O)C(C(=O)N)C [2-[2-[[7-(5-methyl-1,2,4-oxadiazol-3-yl)-1-isoquinolinyl]amino]ethyl]-3-oxo-isoindolin-5-yl]propionamide sodium isononanoic acid salt